2-((1S,2S)-1-(2-chloro-5-fluorophenyl)-1-(1-(2-(trifluoromethoxy)ethyl)-1H-pyrazol-4-yl)propan-2-yl)-5-hydroxy-N-(isoxazol-4-yl)-1-methyl-6-oxo-1,6-dihydropyrimidine-4-carboxamide ClC1=C(C=C(C=C1)F)[C@@H]([C@H](C)C=1N(C(C(=C(N1)C(=O)NC=1C=NOC1)O)=O)C)C=1C=NN(C1)CCOC(F)(F)F